COC1=CC=C(C=N1)CN(C)CC1=CC(=NC=C1)C=1C=C2CN(C(C2=CC1)=O)C1C(NC(CC1)=O)=O 3-{5-[4-({[(6-Methoxypyridin-3-yl)methyl](methyl)amino}methyl)pyridin-2-yl]-1-oxo-2,3-dihydro-1H-isoindol-2-yl}piperidine-2,6-dione